C(CC(C)C)Br iso-Amylbromid